C(#N)C1N(CSC1)C(CNC(=O)C1=CC=NC2=CC=C(C=C12)N1OCCCC1)=O N-(2-(4-Cyanothiazolidin-3-yl)-2-oxoethyl)-6-(1,2-oxazinan-2-yl)-quinoline-4-carboxamide